(S)-2-((4-((4-(trifluoromethyl)benzyl)oxy)benzyl)carbamoyl)pyrrolidin-1-ium FC(C1=CC=C(COC2=CC=C(CNC(=O)[C@H]3[NH2+]CCC3)C=C2)C=C1)(F)F